(2R,5S)-5-[(cyclopropylamino)methyl]-2-(4-phenoxyphenyl)-1,4-thiazepan-3-one C1(CC1)NC[C@H]1NC([C@H](SCC1)C1=CC=C(C=C1)OC1=CC=CC=C1)=O